C1(CC1)C1=C(C=C(C(=C1)I)C)N(C(C#CC)=O)C1=CC=C2C(=N1)OCC2 N-(2-cyclopropyl-4-iodo-5-methylphenyl)-N-{2H,3H-furo[2,3-b]pyridin-6-yl}but-2-ynamide